1-(2-fluorophenyl)-1H-pyrazol-3-amine FC1=C(C=CC=C1)N1N=C(C=C1)N